cis,trans-muconate C(\C=C/C=C/C(=O)[O-])(=O)[O-]